4-[[3-[4-(Difluoromethoxy)-2,3-difluoro-phenyl]imidazo[1,2-a]pyrazin-8-yl]amino]-2-ethyl-N-(3-oxo-3-piperazin-1-yl-propyl)benzamide FC(OC1=C(C(=C(C=C1)C1=CN=C2N1C=CN=C2NC2=CC(=C(C(=O)NCCC(N1CCNCC1)=O)C=C2)CC)F)F)F